C(C)OC(=O)C1(C=CC2=CCC(OC2=C1)=O)N(CC)CC 7-ethoxycarbonyl-7-diethylamino-coumarin